COC1(CCC(CC1)C12CC(CC(CC1)N2)C(=O)N)C(F)(F)F ((1s,4S)-4-methoxy-4-(trifluoromethyl)cyclohexyl)-8-azabicyclo[3.2.1]octane-3-carboxamide